BrC1=CC2=CC=C3C=CC4=CC=C5C=CC6=CC=C1C1=C6C5=C4C3=C21 Bromocoronene